6-Chloro-N-(3,3-difluorocyclobutyl)-3-nitropyridin-2-amine ClC1=CC=C(C(=N1)NC1CC(C1)(F)F)[N+](=O)[O-]